3,11-didecyl-dinaphtho[2,3-d:2',3'-d']benzo[1,2-B:4,5-B']dithiophene C(CCCCCCCCC)C1=CC2=CC3=C(C=4C(S3)=CC3=C(SC5=C3C=C3C=CC(=CC3=C5)CCCCCCCCCC)C4)C=C2C=C1